1,3,3,5,5-pentamethyl-cyclohexanamine CC1(CC(CC(C1)(C)C)(C)C)N